N-(3-(methylsulfonamido)phenyl)-1-(5-nitrofuran-2-carbonyl)azetidine-3-carboxamide CS(=O)(=O)NC=1C=C(C=CC1)NC(=O)C1CN(C1)C(=O)C=1OC(=CC1)[N+](=O)[O-]